tert-butyl (1S)-5-(benzyloxy)-1-(chloromethyl)-9-methyl-1H,2H,3H-benzo[e]indole-3-carboxylate C(C1=CC=CC=C1)OC=1C2=C(C=3[C@@H](CN(C3C1)C(=O)OC(C)(C)C)CCl)C(=CC=C2)C